4-(2-tert-butyl-4-methylphenoxy)-3,5,6-trichloro-phthalonitrile C(C)(C)(C)C1=C(OC=2C(=C(C(C#N)=C(C2Cl)Cl)C#N)Cl)C=CC(=C1)C